C([C@@H](O)C1=CC=CC=C1)(=O)O.BrC1=CC=CC=2[C@H]3[C@@H](NC12)CCNC3 (4aS,9bR)-6-bromo-2,3,4,4a,5,9b-hexahydro-1H-pyrido[4,3-b]indole (S)-(+)-mandelate